C1(CC1)N1C=NC2=C1C=CC(=C2)C(=O)N2CCN(CC2)C2=NC1=CC=CC=C1C(N2)=O 2-[4-(1-Cyclopropylbenzimidazole-5-carbonyl)piperazin-1-yl]-3H-quinazolin-4-one